F[C@H]1CN(C[C@H]1F)C1=NC=CC(=C1NC(C1=CN=C(C(=C1)F)OC)=O)C1=NC=CC=C1F N-(2'-((3S,4R)-3,4-difluoropyrrolidin-1-yl)-3-fluoro-[2,4'-bipyridin]-3'-yl)-5-fluoro-6-meth-oxynicotinamide